N1(CCN(CCNCCC1)CC=1C(=C(C=C(C1)C)CNC(CO)CO)O)CC=1C(=C(C=C(C1)C)CNC(CO)CO)O 2,2'-{1,4,7-triazecane-1,4-diylbis[methylene(2-hydroxy-5-methyl-3,1-phenylene)methyleneazanediyl]}di(propane-1,3-diol)